9-amino-6-[(2-aminoethyl)amino]-benzo[G]isoquinoline NC1=CC=C(C=2C=C3C=CN=CC3=CC21)NCCN